C(#N)CCCC(=C)C(=C)CCCC#N 2,3-bis(3-cyanopropyl)-1,3-butadiene